5-(oxazolidin-4-yloxy)pyridine-2-carbonitrile O1CNC(C1)OC=1C=CC(=NC1)C#N